BrC1=C(C(=CC(=C1)Cl)OC)N1N=CC(=C1)C(F)F 1-(2-bromo-4-chloro-6-methoxyphenyl)-4-(difluoromethyl)pyrazole